NCC1=NNC2=CC=CC=C12 3-(aminomethyl)-1H-indazole